COC1=CC=C(C=C1)OP(=O)(O)C=1C=CC2=C(C=NC3=C(O2)C=CC=C3)C1P(=O)(OC1=CC=C(C=C1)OC)O bis-[4-methoxy-phenylphosphono]-dibenzo[b,f][1,4]oxazepine